CC1=C(C=2N(C=C1C=1NC3=CC=C(C=C3C1C(C)C)C1CCN(CC1)CCN1C(CCC1)=O)C=NN2)C 1-(2-(4-(2-(7,8-dimethyl-[1,2,4]triazolo[4,3-a]pyridin-6-yl)-3-isopropyl-1H-indol-5-yl)piperidin-1-yl)ethyl)pyrrolidin-2-one